C(C)(C)(C)OC(=O)N1C(CCC1)C1=CC(=C(C=C1)C(=O)OC)O 2-(3-hydroxy-4-(methoxycarbonyl)phenyl)pyrrolidine-1-carboxylic acid tert-butyl ester